NC1CC(C1)NS(=O)(=O)C1=CC(=C(C=C1)NC1=NN2C(C(=C(C=C2)C=2C=NNC2)OCC)=N1)C N-(3-aminocyclobutyl)-4-((8-ethoxy-7-(1H-pyrazol-4-yl)-[1,2,4]triazolo[1,5-a]pyridin-2-yl)amino)-3-methylbenzenesulfonamide